C(C)C(C(=O)O[C@@H]1[C@H](O[C@@]([C@@H]1O)(C#N)C1=CC=C2C(=NC=NN21)NC(C2=CC=CC=C2)=O)CO)CC (2R,3S,4R,5R)-5-(4-benzamidopyrrolo[2,1-f][1,2,4]triazin-7-yl)-5-cyano-4-hydroxy-2-(hydroxymethyl)tetrahydrofuran-3-yl 2-ethylbutanoate